ClC1=C(NC=C2C(OC(OC2=O)(C)C)=O)C=CC(=C1)Cl 5-[(2,4-dichloroanilino)methylene]-2,2-dimethyl-1,3-dioxane-4,6-dione